C(CCC)[Sn](C=1N(N=NC1)C1CC1)(CCCC)CCCC tributyl-(3-cyclopropyltriazol-4-yl)stannane